2-(((((1-ethylpiperidin-3-yl)methoxy)carbonyl)oxy)methyl)propane-1,3-diyl bis(6,6-bis(((Z)-oct-5-en-1-yl)oxy)hexanoate) C(CCC\C=C/CC)OC(CCCCC(=O)OCC(COC(CCCCC(OCCCC\C=C/CC)OCCCC\C=C/CC)=O)COC(=O)OCC1CN(CCC1)CC)OCCCC\C=C/CC